methyl 2-tetrahydrofuranmethacrylate O1C(CCC1)CC(C(=O)OC)=C